ClC=1C=C(C=CC1C#N)[C@@H]1N(C[C@H](CC1)C)C(=O)NC\C=C\S(=O)(=O)C |r| rac-(2R,5S)-2-(3-chloro-4-cyanophenyl)-5-methyl-N-((E)-3-(methylsulfonyl)allyl)piperidine-1-carboxamide